2-chloro-1-(4-(hydroxydiphenylmethyl)piperidin-1-yl)ethan-1-one ClCC(=O)N1CCC(CC1)C(C1=CC=CC=C1)(C1=CC=CC=C1)O